tert-butyl 2-((benzyloxy)methyl)-6-(2-bromo-6-chloropyridin-4-yl)morpholine-4-carboxylate C(C1=CC=CC=C1)OCC1CN(CC(O1)C1=CC(=NC(=C1)Cl)Br)C(=O)OC(C)(C)C